BrC1=CC=C2C(C(N(C2=C1)C(=O)OC(C)(C)C)=C1N(C2=CC(=CC=C2C1=O)Br)C(=O)OC(C)(C)C)=O di-tert-butyl 6,6'-dibromo-3,3'-dioxo-[2,2'-biindolinylidene]-1,1'-dicarboxylate